(1S,2R)-1-(benzo[b]thiophen-5-yl)-N,N-dibenzyl-2-(4,4,5,5-tetramethyl-1,3,2-dioxaborolan-2-yl)butan-1-amine S1C2=C(C=C1)C=C(C=C2)[C@H]([C@@H](CC)B2OC(C(O2)(C)C)(C)C)N(CC2=CC=CC=C2)CC2=CC=CC=C2